FC1=C(CC2(CCC2)C#N)C=C(C=C1)C 1-(2-fluoro-5-methylbenzyl)cyclobutane-1-carbonitrile